(2S,5R)-4-(2,2-difluoro-1-(quinoxalin-6-yl)ethyl)-2,5-dimethylpiperazine-1-carboxylic acid tert-butyl ester C(C)(C)(C)OC(=O)N1[C@H](CN([C@@H](C1)C)C(C(F)F)C=1C=C2N=CC=NC2=CC1)C